tert-butyl (2S,4S)-4-(8-chloro-7-(8-chloronaphthalen-1-yl)-4-(3-(dimethylamino)azetidin-1-yl)-6-fluoro-1H-imidazo[4,5-c]quinolin-1-yl)-2-(cyanomethyl)-piperidine-1-carboxylate ClC1=CC=2C3=C(C(=NC2C(=C1C1=CC=CC2=CC=CC(=C12)Cl)F)N1CC(C1)N(C)C)N=CN3[C@@H]3C[C@H](N(CC3)C(=O)OC(C)(C)C)CC#N